OC(C)(C)C=1C=C2NC(C=3N(C2=CC1)C(=CC3)C=3C(=C(C=CC3)N3C(N(C1=CC=CC=C1C3=O)C)=O)C)=O 3-(3-(7-(2-hydroxypropan-2-yl)-4-oxo-4,5-dihydropyrrolo[1,2-a]quinoxalin-1-yl)-2-methylphenyl)-1-methyl-quinazoline-2,4(1H,3H)-dione